NC1=NNC2=C1C(=NC=C2C=2N=CN(C2)C2CCN(CC2)C2COC2)C2=CC=C(CNC(C1=C(C=CC(=C1)F)OC)=O)C=C2 N-(4-(3-amino-7-(1-(1-(oxetane-3-yl)piperidin-4-yl)-1H-imidazol-4-yl)-1H-pyrazolo[4,3-c]pyridin-4-yl)benzyl)-5-fluoro-2-methoxybenzamide